CC/C=C\\CC(/C=C/C=C\\C=C\\C=C\\C1C(O1)CCCCCC(=O)[O-])O The molecule is a docosanoid anion that is the conjugate base of 7,8-epoxy,17-hydroxy-(9E,11E,13Z,15E,19Z)-docosapentaenoic acid, obtained by deprotonation of the carboxy group; major species at pH 7.3. It is a docosanoid anion, a long-chain fatty acid anion and a hydroxy fatty acid anion. It is a conjugate base of a 7,8-epoxy,17-hydroxy-(9E,11E,13Z,15E,19Z)-docosapentaenoic acid.